6-fluoro-5-(4-((8-fluoro-3-methyl-2-oxo-1,2-dihydroquinolin-7-yl)methyl-d2)piperazin-1-yl)-N-methylpicolinamide FC1=C(C=CC(=N1)C(=O)NC)N1CCN(CC1)C([2H])([2H])C1=CC=C2C=C(C(NC2=C1F)=O)C